tert-butyl 2-(2-(3-(1-(2,6-dioxopiperidin-3-yl)-3-methyl-2-oxo-2,3-dihydro-1H-benzo[d]imidazol-4-yl)propoxy)ethoxy)acetate O=C1NC(CCC1N1C(N(C2=C1C=CC=C2CCCOCCOCC(=O)OC(C)(C)C)C)=O)=O